C1(=CC=CC=C1)N1C=NC=2C1=NC=CC2 3-phenylimidazo[4,5-b]pyridine